ClC=1C(=NC(NC1)(N)C=1C=CC2=C(CCC(CC2)N2CCCC2)C1)N 5-chloro-2-(7-(pyrrolidin-1-yl)-6,7,8,9-tetrahydro-5H-benzo[7]annulen-2-yl)pyrimidine-2,4-diamine